NC1=CC=CC(=N1)S(=O)(=O)NC(=O)C=1C(=NC(=CC1)C=1C=NC(=CC1)OC(F)F)N1[C@H](CC[C@H]1C)C N-[(6-Amino-2-pyridyl)sulfonyl]-6-[6-(difluoromethoxy)-3-pyridyl]-2-[(2S,5R)-2,5-dimethylpyrrolidin-1-yl]pyridin-3-carboxamid